BrC=1SC(=C(N1)C1=CC=C(C=C1)OC)CC(C)C 2-bromo-5-isobutyl-4-(4-methoxyphenyl)thiazole